3-{[(5-fluoropyridin-2-yl)oxy]methyl}-2-[5-methyl-2-(2H-1,2,3-triazol-2-yl)benzoyl]-2-azabicyclo[3.1.1]heptane FC=1C=CC(=NC1)OCC1N(C2CC(C1)C2)C(C2=C(C=CC(=C2)C)N2N=CC=N2)=O